CC1C2=C(COC1)C=C1C(C(C(C1=C2)(C)C)C)(C)C 1,3,4,6,7,8-HEXAHYDRO-4,6,6,7,8,8-HEXAMETHYLINDENO(5,6-C)PYRAN